Ethylcyanoacetate C(C)OC(CC#N)=O